2-[(3R)-3-(aminomethyl)-3-fluoropiperidin-1-yl]-4-(2-fluorophenoxy)-3-(trifluoromethyl)phenyl-1-(pyridazin-4-yl)-1H-pyrazole-3-carboxamide monobutanedioate C(CCC(=O)O)(=O)O.NC[C@]1(CN(CCC1)C1=C(C=CC(=C1C(F)(F)F)OC1=C(C=CC=C1)F)C=1C(=NN(C1)C1=CN=NC=C1)C(=O)N)F